O=C1N(C=2C=CC(=C3CCCN1C23)C2CCNCC2)C2C(NC(CC2)=O)=O 3-(2-oxo-7-(piperidin-4-yl)-5,6-dihydro-4H-imidazo[4,5,1-ij]quinolin-1(2H)-yl)piperidine-2,6-dione